4-(hydroxymethyl)-3,5-dimethyl-oxazol-2(3H)-one OCC=1N(C(OC1C)=O)C